ClC1=C(C(=O)NCC(N2CCC(CC2)COC2=NC(=CC=C2)C)C2=C(N=CS2)C(F)F)C(=CC=C1)F 2-Chloro-N-{2-[4-(difluoromethyl)-1,3-thiazol-5-yl]-2-(4-{[(6-methylpyridin-2-yl)oxy]methyl}piperidin-1-yl)ethyl}-6-fluorobenzamide